IC1=NN(C2=CC(=CC=C12)C=1CCN(CC1)C(=O)OC(C)(C)C)C tert-butyl [4-(3-iodo-1-methylindazol-6-yl)-3,6-dihydro-2H-pyridin-1-yl]formate